(E)-3-[3-Hydroxy-4-(morpholin-4-ylmethyl)phenyl]-1-(4-hydroxyphenyl)prop-2-en-1-one OC=1C=C(C=CC1CN1CCOCC1)/C=C/C(=O)C1=CC=C(C=C1)O